4-((2-cyanopyrimidin-4-yl)amino)piperidin C(#N)C1=NC=CC(=N1)NC1CCNCC1